4-butoxy-N-(2-(4-(3,4-dichlorobenzyl)piperidin-1-yl)ethyl)benzenesulfonamide Tert-butyl-2-oxo-4-(((trifluoromethyl)sulfonyl)oxy)-5,6-dihydropyridine-1(2H)-carboxylate C(C)(C)(C)OC(=O)N1C(C=C(CC1)OS(=O)(=O)C(F)(F)F)=O.C(CCC)OC1=CC=C(C=C1)S(=O)(=O)NCCN1CCC(CC1)CC1=CC(=C(C=C1)Cl)Cl